(3R)-3-[7-methyl-2-[(7-methyl-6-quinolinyl)amino]-8-oxo-purin-9-yl]pyrrolidine-1-carboxylic acid tert-butyl ester C(C)(C)(C)OC(=O)N1C[C@@H](CC1)N1C2=NC(=NC=C2N(C1=O)C)NC=1C=C2C=CC=NC2=CC1C